[Mo].[B].[Zn] zinc-boron-molybdenum